(S)-N-(3-(3'-Chloro-6-methoxy-5-((((5-oxopyrrolidin-2-yl)methyl)amino)methyl)-[2,4'-bipyridin]-2'-yl)-2-methylphenyl)-4-(((2-hydroxyethyl)amino)methyl)-5-methoxypicolinamide ClC=1C(=NC=CC1C1=NC(=C(C=C1)CNC[C@H]1NC(CC1)=O)OC)C=1C(=C(C=CC1)NC(C1=NC=C(C(=C1)CNCCO)OC)=O)C